N-[3-fluoro-4-[5-oxo-4-[(5-piperazin-1-yl-2-pyridyl)amino]-6H-1,6-naphthyridin-2-yl]phenyl]cyclohexane-carboxamide FC=1C=C(C=CC1C1=NC=2C=CNC(C2C(=C1)NC1=NC=C(C=C1)N1CCNCC1)=O)NC(=O)C1CCCCC1